3-[1-methyl-6-[(3R,4R)-3-hydroxy-4-piperidinyl]indazol-3-yl]piperidine-2,6-dione CN1N=C(C2=CC=C(C=C12)[C@@H]1[C@H](CNCC1)O)C1C(NC(CC1)=O)=O